N1(C=NC=C1)CCCNC(=O)C1=NN2C(N=C(C=C2N2CCN(CC2)C)C2=CC=CC=C2)=C1 N-(3-(1H-Imidazol-1-yl)propyl)-7-(4-methylpiperazin-1-yl)-5-phenylpyrazolo[1,5-a]pyrimidine-2-carboxamide